1-Tert-butyl (3R,4R)-4-(1-benzyloxycarbonylazetidin-3-yl)oxy-3-fluoro-piperidine-1-carboxylate C(C1=CC=CC=C1)OC(=O)N1CC(C1)O[C@H]1[C@@H](CN(CC1)C(=O)OC(C)(C)C)F